C(C)NC(=O)C=1C(=CC(=NC1)NC1=CC=C(C=N1)C(=O)O)NC1=C(C(=CC=C1)C1=NC=C(C=N1)F)OC 6-{[5-(ethylcarbamoyl)-4-{[3-(5-fluoropyrimidin-2-yl)-2-methoxyphenyl]amino}pyridin-2-yl]amino}pyridine-3-carboxylic Acid